OC(C)(C)[C@@H]1CN(CCC1)C=1C=CC(=NC1)NC=1C2=C(C(=NC1)C1=C3C=CN(C3=CC=C1)C)CNC2=O 7-[[5-[(3S)-3-(1-hydroxy-1-methyl-ethyl)-1-piperidyl]-2-pyridyl]amino]-4-(1-methylindol-4-yl)-2,3-dihydropyrrolo[3,4-c]pyridin-1-one